CN1C=2N(CCCC1=O)N=C(C2)CC2CCOCC2 4-methyl-2-(tetrahydropyran-4-ylmethyl)-7,8-dihydro-6H-pyrazolo[1,5-a][1,3]diazepin-5-one